C(COCC(=O)O)OCC(=O)O 2,2'-(ethane-1,2-diylbis(oxy))diacetic acid